NC1=C(C(=C(C=N1)SC=1C=CC=2C(=NC=C(N2)N2CCC3(CC2)[C@@H](C2=CC=CC=C2C3)N)N1)Cl)Cl (S)-1'-(6-((6-amino-4,5-dichloropyridin-3-yl)thio)pyrido[2,3-b]pyrazin-2-yl)-1,3-dihydrospiro[inden-2,4'-piperidin]-1-amine